hydroxy-5a-androstenedione OC[C@@]12C(C=C[C@H]1[C@@H]1CC[C@H]3CC(CC[C@]3(C)[C@H]1CC2)=O)=O